C(C)NS(=O)(=O)C1=C(C=CC(=C1)NC1COC1)C1=CN=C(S1)[C@@H]1CC[C@H](CC1)NC(OC(C)C)=O isopropyl trans-N-[4-[5-[2-(ethylsulfamoyl)-4-[(oxetan-3-yl)amino]phenyl]thiazol-2-yl]cyclohexyl]carbamate